2-(3-(2-(2-methoxyethoxy)ethoxy)-5-methylthiophene-2-yl)-7-methylphenanthrene-9,10-dione COCCOCCOC1=C(SC(=C1)C)C1=CC=2C(C(C3=CC(=CC=C3C2C=C1)C)=O)=O